CSC.[NH4+] ammonium methyl sulfide salt